[Si](C)(C)(C(C)(C)C)OC[C@H](NC(=O)C=1N=C(SC1)C1=CC=C(C=C1)C(NCCOC)=O)C(=O)O O-(tert-butyldimethylsilyl)-N-(2-(4-((2-methoxyethyl)carbamoyl)phenyl)thiazole-4-carbonyl)-L-serine